BrC1=NC(=CC(=C1)C1CN(CC2COCCN21)C(=O)OC(C)(C)C)Cl tertbutyl 6-(2-bromo-6-chloropyridin-4-yl)hexahydropyrazino[2,1-c][1,4]oxazine-8(1H)-carboxylate